BrC1=C(C=C(C(=O)N2CC=3N=C(N(C(C3C[C@H]2C)=O)C2=CC=C(C=C2)OC[C@H](C)O)Cl)C=C1)C(F)(F)F (R)-7-(4-bromo-3-(trifluoromethyl)benzoyl)-2-chloro-3-(4-((S)-2-hydroxypropoxy)phenyl)-6-methyl-5,6,7,8-tetrahydropyrido[3,4-d]pyrimidin-4(3H)-one